C(#N)C(C(=O)OCCOC)=C methoxyethyl α-cyanoacrylate